CC(CCCCCCCCCCCCCC)OC(C)CCCCCCCCCCCCCC 2-hexadecyl oxide